2-Bromo-7-oxo-5,7-dihydro-6H-pyrrolo[3,4-b]pyridin BrC1=CC=C2C(=N1)C(NC2)=O